[N+](=[N-])=C(C(=O)OC)C(CC(C)O)=O methyl 2-diazo-5-hydroxy-3-oxohexanoate